Cl.N[C@@H]1C(N(C2=C(OC1)C=CC=N2)C)=O (S)-3-amino-5-methyl-2,3-dihydropyrido[3,2-b][1,4]oxazepin-4(5H)-one hydrochloride